isoheneicosyl-urea C(CCCCCCCCCCCCCCCCCC(C)C)NC(=O)N